ClC1=CC=2C3=C(N(C2C=C1)CC1=CC=C(CP(O)(O)=O)C=C1)C=CC=N3 (4-((8-chloro-5H-pyrido[3,2-b]indol-5-yl)methyl)benzyl)phosphonic acid